2,3-dimethyl-glutaric acid CC(C(=O)O)C(CC(=O)O)C